FC=1C(=NC(=NC1)NC1=NC=2CCN(CC2C=C1)C([C@@H](C)OC(NC)=O)=O)C1=CC2=C(N=C(N2C(C)C)C)C(=C1)F (1R)-(2-(2-((5-fluoro-4-(7-fluoro-3-isopropyl-2-methyl-benzimidazol-5-yl)pyrimidin-2-yl)amino)-7,8-dihydro-5H-1,6-naphthyridine-6-yl)-1-methyl-2-oxo-ethyl)-N-methylcarbamate